C(C)C=1OC(=CC(C1Br)=O)CC 2,6-diethyl-3-bromo-4-pyrone